CC1(CCC(=CC1)C1=CC(=C(C=C1)C=1SC=CN1)C(F)(F)F)C 2-(4',4'-dimethyl-3-(trifluoromethyl)-2',3',4',5'-tetrahydro-[1,1'-biphenyl]-4-yl)thiazole